NC1=NC(=CC(=N1)N1CCC2(C[C@H](NC2)C(=O)O)CC1)O[C@@H](C(F)(F)F)C1=C(C=C(C=C1)C1=CC(=CC=C1)C(=O)O)N1N=C(C=C1)C (S)-8-(2-amino-6-((R)-1-(3'-carboxy-3-(3-methyl-1H-pyrazol-1-yl)-[1,1'-biphenyl]-4-yl)-2,2,2-trifluoroethoxy)pyrimidin-4-yl)-2,8-diazaspiro[4.5]decane-3-carboxylic acid